methylbutyl-phosphinic acid aluminum salt [Al+3].CP([O-])(=O)CCCC.CP([O-])(=O)CCCC.CP([O-])(=O)CCCC